C(C)N1C(NC2=C1C=CC(=C2)[N+](=O)[O-])=O 1-ethyl-5-nitro-1H-benzo[d]imidazol-2(3H)-one